FC(COC1=NC=2N(C(N1)=O)N=C(C2C2=CC=C(C=C2)C(=O)N2CCCC2)C)F (2,2-difluoroethoxy)-7-methyl-8-[4-(pyrrolidine-1-carbonyl)phenyl]-3H-pyrazolo[1,5-a][1,3,5]triazin-4-one